C(C)(C)(C)OC(=O)N1CCN(CC1)C(C1=CN=C(C=C1)Br)=O 4-(6-bromonicotinoyl)piperazine-1-carboxylic acid tert-butyl ester